5-({2-[({4-[1-(2-Hydroxyethyl)piperidin-4-yl]phenyl}carbonyl)amino]pyridin-4-yl}oxy)-6-(2-Methoxyethoxy)-N-methyl-1H-indole-1-carboxamide OCCN1CCC(CC1)C1=CC=C(C=C1)C(=O)NC1=NC=CC(=C1)OC=1C=C2C=CN(C2=CC1OCCOC)C(=O)NC